FC1=C(N)C=CC(=C1C)OC1=CC2=C(N(C=N2)C)C(=C1)F 2-fluoro-4-((7-fluoro-1-methyl-1H-benzo[d]imidazol-5-yl)oxy)-3-meth-ylaniline